ClC1=C(C=C(C(=C1)NCC=1OC=CC1)C(C(F)(F)F)O)S(=O)(=O)NC 2-chloro-4-((furan-2-ylmethyl)amino)-N-methyl-5-(2,2,2-trifluoro-1-hydroxyethyl)benzeneSulfonamide